BrC1=C(C(=CC(=C1)OCOC)C)CCO 2-(2-bromo-4-(methoxymethoxy)-6-methylphenyl)ethan-1-ol